NC1=C(C=CC=C1)CNC1CCN(CC1)C(=O)OC(C)(C)C tert-butyl 4-[(2-aminophenyl)methylamino]piperidine-1-carboxylate